7-[(4-methoxyphenyl)methyl]-6-methyl-3-tetrahydropyran-4-yl-imidazo[1,5-a]pyrazin-8-one COC1=CC=C(C=C1)CN1C(C=2N(C=C1C)C(=NC2)C2CCOCC2)=O